(1S,3S)-3-[(Z)-2-chloro-3,3,3-trifluoroprop-1-enyl]-2,2-dimethylcyclopropane-1-carboxylate Cl\C(=C/[C@H]1C([C@H]1C(=O)[O-])(C)C)\C(F)(F)F